BrC=1C=CC(=C(C1)C1=C(C=CC(=C1)Br)N)N 5,5'-dibromo-2,2'-diamino-1,1'-biphenyl